NC1=NNC2=CC=C(C=C12)C1=CC(=NC=C1)NC(CC1=NC=CC=C1)=O N-(4-(3-amino-1H-indazol-5-yl)pyridin-2-yl)-2-(pyridin-2-yl)acetamide